6,7-dihydrospiro[pyrazolo[5,1-c][1,4]oxazine-4,3'-pyrrolidine] N1CC2(CC1)OCCN1C2=CC=N1